(5-(3-(1-(1-(3-Bromophenyl)-4-((2-methylbut-3-yn-2-yl)oxy)butyl)-1H-1,2,4-triazol-3-yl)-4-fluorophenoxy)-6-fluoro-1-tosyl-1H-indol-4-yl)methanol BrC=1C=C(C=CC1)C(CCCOC(C)(C#C)C)N1N=C(N=C1)C=1C=C(OC=2C(=C3C=CN(C3=CC2F)S(=O)(=O)C2=CC=C(C)C=C2)CO)C=CC1F